3'-(2-aminoethyl)-3-fluoro-[1,1'-biphenyl]-4-carbonitrile NCCC=1C=C(C=CC1)C1=CC(=C(C=C1)C#N)F